CP(=O)(C)C1=CC=C(C=C1)C1(C(NC2=C(C=CC=C12)C(F)(F)F)=O)C1=CC=C(C=C1)O 3-(4-(dimethylphosphoryl)phenyl)-3-(4-hydroxyphenyl)-7-(trifluoromethyl)indol-2-one